rac-tert-Butyl ((1R,2S)-2-(((1-methylcyclobutyl)methyl)carbamoyl)cyclooctyl)carbamate CC1(CCC1)CNC(=O)[C@@H]1[C@@H](CCCCCC1)NC(OC(C)(C)C)=O |r|